CC=1C=C(C(=NC1)OC=1C=CC2=C(OCCN2C(C=C)=O)C1)[N+](=O)[O-] 1-(7-((5-methyl-3-nitropyridin-2-yl)oxy)-2,3-dihydro-4H-benzo[b][1,4]oxazin-4-yl)prop-2-en-1-one